CC=1N=C(SC1C)N1N([NH2+]C(=N1)C1=CC(=CC=C1)OCC(=O)O)C1=CC=C(C=C1)S(=O)(=O)O 3-(4,5-dimethylthiazol-2-yl)-5-(3-carboxymethoxyphenyl)2-(4-sulfophenyl)-2H-tetrazolium